cystamine sulfate hydrate O.S(=O)(=O)(O)O.NCCSSCCN